C12(CC3CC(CC(C1)C3)C2)P(C2OCCN(C2)C2=CC=CC=C2)C23CC1CC(CC(C2)C1)C3 2-(Di-1-adamantylphosphino)morpholinobenzene